C(#N)C1=CC=C(OC2(CCCC2)C(=O)O)C=C1 (4-cyanophenoxy)cyclopentane-1-carboxylic acid